ClC=1C=C2C(C(=C(NC2=CC1OC)C)C1=CC=C(C=C1)C1=C(C=CC=C1C)C)=O 6-Chloro-3-(2',6'-dimethyl-[1,1'-biphenyl]-4-yl)-7-methoxy-2-methylquinolin-4(1H)-one